COC(C)(C)[C@H]1N(CCC1)C[C@@H](C)[C@H]1CC[C@@H]2CCCC[C@@]12C (1R,3aS,7aR,E)-1-((S)-1-((S)-2-(2-methoxypropane-2-yl)pyrrolidin-1-yl)propan-2-yl)-7a-methyloctahydro-4H-inden